1-(5-bromo-2-iodophenyl)ethanol BrC=1C=CC(=C(C1)C(C)O)I